FC=1C(=NC=CC1)CNC(=O)C=1N=C(OC1)CCNCCC1=NC2=C(N1)C=CC(=C2)C2=CC(=CC=C2)OC N-((3-fluoropyridin-2-yl)methyl)-2-(2-((2-(5-(3-methoxyphenyl)-1H-benzo[d]imidazol-2-yl)ethyl)amino)ethyl)oxazole-4-carboxamide